3,6-dichloropyrazine-2-carboxamide ClC=1C(=NC(=CN1)Cl)C(=O)N